ammonium calcium magnesium sulphur phosphate P(=O)([O-])([O-])[O-].[S+2].[Mg+2].[Ca+2].[NH4+]